Cl.O1CC(CC2=CC=CC=C12)N chroman-3-amine hydrochloride